C[C@@]12[C@H](CC[C@H]1[C@@H]1CC[C@H]3C[C@@H](CC[C@]3(C)[C@H]1CC2)O)O 5α-androstan-3α,17β-diol